C(\C=C\C(=O)O)(=O)O.N1(CCCC1)CC#CCN1C(CCC1)=O.C(\C=C\C(=O)O)(=O)O.C(\C=C\C(=O)O)(=O)O.N1(CCCC1)CC#CCN1C(CCC1)=O 1-(4-[1-pyrrolidinyl]-2-butynyl)-2-pyrrolidone sesquifumarate